ClC1=CC=C(C=C1)C=1N=C2N(C=CC=N2)C1CN1CC2COCC(C1)N2C(=O)C2=C(C=CC=C2)F (7-{[2-(4-chlorophenyl)imidazo[1,2-a]pyrimidin-3-yl]methyl}-3-oxa-7,9-diazabicyclo[3.3.1]non-9-yl)(2-fluorophenyl)methanone